COC1=CC=C(NC(C)=O)C=C1 para-methoxyacetanilide